3-methylimidazolium chloride salt [Cl-].C[N+]1=CNC=C1